C(C)(C)(C)OC(=O)N1[C@H](C[C@@H](C1)CC1=CC(=CC=C1)C1CC1)C(N[C@H](C(=O)NCC=1C(=NC(=CC1)N)C)C)=O (2R,4S)-2-(((S)-1-(((6-amino-2-methylpyridin-3-yl)methyl)amino)-1-oxoprop-2-yl)carbamoyl)-4-(3-cyclopropylbenzyl)pyrrolidine-1-carboxylic acid tert-butyl ester